(3S)-N-[4-methyl-3-[2-(morpholin-4-yl)-6-(2-oxopyrrolidin-1-yl)pyridin-4-yl]phenyl]-3-(2,2,2-trifluoroethyl)pyrrolidine-1-carboxamide CC1=C(C=C(C=C1)NC(=O)N1C[C@@H](CC1)CC(F)(F)F)C1=CC(=NC(=C1)N1C(CCC1)=O)N1CCOCC1